benzyl 3-amino-3-(3,4-difluorophenyl)pyrrolidine-1-carboxylate hydrochloride Cl.NC1(CN(CC1)C(=O)OCC1=CC=CC=C1)C1=CC(=C(C=C1)F)F